tert-butyl 6-(3-(4-(((benzyloxy)carbonyl)amino)-2-fluorophenyl)-5-methyl-1H-pyrazol-1-yl)-2-azaspiro[3.3]heptane-2-carboxylate C(C1=CC=CC=C1)OC(=O)NC1=CC(=C(C=C1)C1=NN(C(=C1)C)C1CC2(CN(C2)C(=O)OC(C)(C)C)C1)F